(2,4-dimethoxyphenyl)(methyl)((3-(5-(trifluoromethyl)-1,2,4-oxadiazol-3-yl)benzyl)imino)-sulfanone COC1=C(C=CC(=C1)OC)S(=O)(=NCC1=CC(=CC=C1)C1=NOC(=N1)C(F)(F)F)C